tert-Butyl (1S,4s)-4-(5-(((1R,2S)-2-((2,2-dimethylbutyl)carbamoyl)cyclopentyl)carbamoyl)-2-fluoro-4-methoxyphenoxy)-1-methylcyclohexane-1-carboxylate CC(CNC(=O)[C@@H]1[C@@H](CCC1)NC(=O)C=1C(=CC(=C(OC2CCC(CC2)(C(=O)OC(C)(C)C)C)C1)F)OC)(CC)C